2-(4-methoxycyclohexyl)-7-(4-piperidyl)-3H-imidazo[4,5-b]pyridine COC1CCC(CC1)C1=NC=2C(=NC=CC2C2CCNCC2)N1